Cl.C(C)C1(CC2=CC=CC=C2C1)C=1N=CNC1 4-(2-ethyl-2,3-dihydro-1H-inden-2-yl)-1H-imidazole hydrochloride